(8-methoxy-2-(6-methoxypyridin-3-yl)chroman-6-yl)methylamine COC=1C=C(C=C2CCC(OC12)C=1C=NC(=CC1)OC)CN